1H-PYRAZOLO[4,3-E]PYRIDINE-6-BORONIC ACID N1N=CC=2C=CC(=NC21)B(O)O